ClC=1C=CC(=NC1)C1=NN(CC1C1=CC=CC=C1)C(=O)Cl 3-(5-Chloropyridin-2-yl)-4-phenyl-4,5-dihydropyrazole-1-carbonyl chloride